C(=O)(N1CCCCC1)N1CCCCC1 1,1'-carbonyldipiperidine